ClP(C1=C(C=CC=C1)C(F)(F)F)C1=CC=C(C=C1)[Si](CCCC)(CCCC)CCCC chloro(4-(tributylsilyl)phenyl)(2-(trifluoromethyl)phenyl)phosphane